2,2,2-trifluoro-1-(5-fluoro-3-methyl-1-benzofuran-2-yl)ethanamine FC(C(N)C=1OC2=C(C1C)C=C(C=C2)F)(F)F